C(C(CO)C(N)O)O amino-2-hydroxymethyl-1,3-propanediol